CC=1N=C(SC1)C1(C2CCN(CC12)C1=CN=C2C(=N1)NN=C2C2=CC=CC1=CC=CC=C21)CN (7-(4-methylthiazol-2-yl)-3-(3-(naphthalen-1-yl)-1H-pyrazolo[3,4-b]pyrazin-6-yl)-3-azabicyclo[4.1.0]heptan-7-yl)methanamine